CC1=CC=CC(=N1)C1=NC=CC(=N1)NC1=NC(=NC=C1)NC1=CC=C(C=C1)N1CC(CCC1)C(=O)O[C@H]1CNCC1 [(3R)-pyrrolidin-3-yl] 1-[4-[[4-[[2-(6-methyl-2-pyridyl)pyrimidin-4-yl]amino]pyrimidin-2-yl]amino]phenyl]piperidine-3-carboxylate